(S)-Benzyl 2-(8-chloroimidazo[1,5-a]pyrazin-3-yl)pyrrolidine-1-carboxylate ClC=1C=2N(C=CN1)C(=NC2)[C@H]2N(CCC2)C(=O)OCC2=CC=CC=C2